1-aminopropyl-3-methylimidazole lysine salt N[C@@H](CCCCN)C(=O)O.NC(CC)C1=NC=CN1C